4H-1,3,5-triazino[2,1-b]benzothiazol-4-one N=1C=NC(N2C1SC1=C2C=CC=C1)=O